2-Bromoindene BrC=1CC2=CC=CC=C2C1